COC=1C=C(C=CC1OC)C=1NC2=CC=C(C=C2C1C(C)C)C1CCN(CC1)C(CNCC#N)=O 2-((2-(4-(2-(3,4-dimethoxyphenyl)-3-isopropyl-1H-indol-5-yl)piperidin-1-yl)-2-oxoethyl)amino)acetonitrile